FC(C1=NC(=NO1)C=1C=CC(=NC1)CNC1C(NCCCC1)=O)(F)F 3-[({5-[5-(trifluoromethyl)-1,2,4-oxadiazol-3-yl]pyridin-2-yl}methyl)amino]azepan-2-one